S(=O)(=O)(O)C(C(=O)O)CCCCC(=O)O sulfopimelic acid